N-[2-(3,3-difluoropyrrolidin-1-yl)-4-(2-fluorophenyl)-3-pyridyl]-4-(3-pyridyl)piperazine-1-carboxamide FC1(CN(CC1)C1=NC=CC(=C1NC(=O)N1CCN(CC1)C=1C=NC=CC1)C1=C(C=CC=C1)F)F